Fluoroadenosin-3'-phosphat P(=O)(O)(O)O[C@H]1[C@H]([C@@](O[C@@H]1CO)(N1C=NC=2C(N)=NC=NC12)F)O